2-(2',3'-dimethyl-[1,1'-biphenyl]-3-yl)-4-(2',6'-diphenyl-[1,1':4',1''-terphenyl]-4-yl)-6-phenyl-1,3,5-triazine CC1=C(C=CC=C1C)C1=CC(=CC=C1)C1=NC(=NC(=N1)C1=CC=C(C=C1)C1=C(C=C(C=C1C1=CC=CC=C1)C1=CC=CC=C1)C1=CC=CC=C1)C1=CC=CC=C1